8-methoxy-quinolin-4(1H)-one COC=1C=CC=C2C(C=CNC12)=O